(R)-N-(1-(3-(difluoromethyl)-2-fluorophenyl)ethyl)-2-methylpyrido[2,3-d]pyrimidin-4-amine FC(C=1C(=C(C=CC1)[C@@H](C)NC=1C2=C(N=C(N1)C)N=CC=C2)F)F